ClC=1C=C(C=C2C=CC(=NC12)NC1=CC=C(C=C1)C1(CC1)C(F)(F)F)F 8-chloro-6-fluoro-N-(4-(1-(trifluoromethyl)cyclopropyl)phenyl)quinolin-2-amine